5-bromo-1-(difluoromethyl)pyridine BrC=1C=CCN(C1)C(F)F